C(C)(C)(C)OC(=O)N1CCN(CC1)C=1C=C2CCNC2=CC1.C(=C)(C)C=1C(=C(C=CC1)[SiH2]C1=C(C(=CC=C1)C(=C)C)C(=C)C)C(=C)C di(di-isopropenylphenyl)silane tert-butyl-4-(indolin-5-yl)piperazine-1-carboxylate